C(C)N1C(=CC2=CC=CC=C12)C1=NC2=C(N1C)C=CC(=C2)C(=O)N2C[C@]1(C[C@H]1C2)NC(OC(C)(C)C)=O tert-butyl ((1R,5S)-3-(2-(1-ethyl-1H-indol-2-yl)-1-methyl-1H-benzo[d]imidazole-5-carbonyl)-3-azabicyclo[3.1.0]hexan-1-yl)carbamate